di(2-hexyloxyethoxyethyl) adipate C(CCCCC(=O)OCCOCCOCCCCCC)(=O)OCCOCCOCCCCCC